N-(3-(7-chloro-2-((6-morpholinylpyridin-3-yl)amino)quinazolin-8-yl)phenyl)acrylamide ClC1=CC=C2C=NC(=NC2=C1C=1C=C(C=CC1)NC(C=C)=O)NC=1C=NC(=CC1)N1CCOCC1